N-{[(3R,4S)-4-methyl-2-[6-methyl-3-(2H-1,2,3-triazol-2-yl)pyridine-2-carbonyl]-2-azabicyclo[3.1.1]hept-3-yl]methyl}-1,3-benzoxazol-2-amine C[C@@H]1[C@@H](N(C2CC1C2)C(=O)C2=NC(=CC=C2N2N=CC=N2)C)CNC=2OC1=C(N2)C=CC=C1